(S)-1-(3-(4-amino-3-((2,6-difluoro-3,5-dimethoxyphenyl)ethynyl)-7-methoxy-1H-pyrazolo[4,3-c]pyridin-1-yl)pyrrolidin-1-yl)prop-2-en-1-one NC1=NC=C(C2=C1C(=NN2[C@@H]2CN(CC2)C(C=C)=O)C#CC2=C(C(=CC(=C2F)OC)OC)F)OC